CC=1C=C(NC2=NC=NC3=CC(=C(C=C23)[N+](=O)[O-])O)C=CC1OC1=CC=2N(C=C1)N=CN2 4-[3-methyl-4-([1,2,4]triazolo[1,5-a]pyridin-7-yloxy)anilino]-6-nitro-quinazolin-7-ol